CC1=CCC(CC1)C(=C)C methyl-4-(prop-1-en-2-yl)cyclohex-1-ene